ClC=1C=C2C(C3C(N(C(C3=O)=O)CCN(C)C)(OC2=CC1)C1=CC(=C(C=C1)OC)OC)=O 6-chloro-9a-(3,4-dimethoxyphenyl)-1-(2-(dimethylamino)ethyl)-3a,9a-dihydrochromeno[2,3-b]pyrrole-2,3,4(1H)-trione